ClC1=C(C=C2C(=NC=3N(C2=C1)C=NN3)N(C=3C=C(C=CC3)C3=CC=C(C=C3)C3(CC3)C#N)C)F (3'-((8-chloro-7-fluoro-[1,2,4]triazolo[4,3-a]quinazolin-5-yl)(methyl)amino)-[1,1'-biphenyl]-4-yl)cyclopropane-1-carbonitrile